[4-[4-[(Z)-C-(4-bromophenyl)-N-ethoxycarbonimidoyl]piperidin-1-yl]-4-methylpiperidin-1-yl]-(2,4-dimethyl-1-oxidopyridin-1-ium-3-yl)methanone BrC1=CC=C(C=C1)\C(=N/OCC)\C1CCN(CC1)C1(CCN(CC1)C(=O)C=1C(=[N+](C=CC1C)[O-])C)C